8,8'-(((1s,3R,5S)-3,5-dihydroxycyclohexyl)azanediyl)bis-(N,N-didecyloctan-amide) O[C@@H]1CC(C[C@@H](C1)O)N(CCCCCCCC(=O)N(CCCCCCCCCC)CCCCCCCCCC)CCCCCCCC(=O)N(CCCCCCCCCC)CCCCCCCCCC